tert-butyl (endo)-5-((7-bromo-8-fluoro-6-iodo-2-(methylthio)-3-nitroquinolin-4-yl)amino)-2-azabicyclo[2.1.1]hexane-2-carboxylate BrC1=C(C=C2C(=C(C(=NC2=C1F)SC)[N+](=O)[O-])NC1C2CN(C1C2)C(=O)OC(C)(C)C)I